CC(C)(C)C1=CC(=CC(=C1O)C(C)(C)C)CCC(=O)OCC(COC(=O)CCC2=CC(=C(C(=C2)C(C)(C)C)O)C(C)(C)C)(COC(=O)CCC3=CC(=C(C(=C3)C(C)(C)C)O)C(C)(C)C)COC(=O)CCC4=CC(=C(C(=C4)C(C)(C)C)O)C(C)(C)C pentaerythritol tetrakis[3-(3',5'-di-tert-butyl-4'-hydroxyphenyl)propionate]